trichloromethane Phosphorus [P].ClC(Cl)Cl